2-((6-(4-aminopiperidin-1-yl)-3,5-dicyano-4-cyclopropylpyridin-2-yl)sulfanyl)-2-phenylacetamide, hydrochloride Cl.NC1CCN(CC1)C1=C(C(=C(C(=N1)SC(C(=O)N)C1=CC=CC=C1)C#N)C1CC1)C#N